N-(5-(6-((R)-3-Methoxytetrahydrofuran-3-yl)-4-methylpyridin-2-yl)-7-(tetrahydrofuran-3-yl)pyrrolo[1,2-c]pyrimidin-3-yl)acetamide CO[C@@]1(COCC1)C1=CC(=CC(=N1)C=1C=C(N2C=NC(=CC21)NC(C)=O)C2COCC2)C